P(=O)([O-])([O-])[O-].[K+].[K+].[K+] Trikalium orthophosphat